FC=1C(=CC(=C(C1)C=1CCN(CC1)C(=O)OC(C)(C)C)C)[N+](=O)[O-] Tert-butyl 4-(5-fluoro-2-methyl-4-nitrophenyl)-3,6-dihydropyridine-1(2H)-carboxylate